diethylsilyl-bis(ethylindenyl)zirconium dichloride [Cl-].[Cl-].C(C)[SiH](CC)[Zr+2](C1C(=CC2=CC=CC=C12)CC)C1C(=CC2=CC=CC=C12)CC